C(#N)C1=C(C=C(C=C1)N1C(N(C(C1=O)(C)C)C=1C=C(C(=NC1)OCCN1CCN(CC1)CC(=O)OC(C)(C)C)CC)=S)C(F)(F)F tert-Butyl 2-(4-(2-((5-(3-(4-cyano-3-(trifluoromethyl)phenyl)-5,5-dimethyl-4-oxo-2-thioxoimidazolidin-1-yl)-3-ethylpyridin-2-yl)oxy)ethyl)piperazin-1-yl)acetate